tert-Butyl 4-(1-methyl-1H-indazol-5-yl)-3,6-dihydropyridine-1(2H)-carboxylate CN1N=CC2=CC(=CC=C12)C=1CCN(CC1)C(=O)OC(C)(C)C